4,8-bis(5-(2-ethylhexyl)thiophen-2-yl)benzo[1,2-b:4,5-b']dithiophene-2,6-diyl-bis(trimethylstannane) C(C)C(CC1=CC=C(S1)C1=C2C(SC(=C2)[Sn](C)(C)C)=C(C2=C1SC(=C2)[Sn](C)(C)C)C=2SC(=CC2)CC(CCCC)CC)CCCC